chloro(1-methylethyl)magnesium Cl[Mg]C(C)C